C(C)(C)(C)N1C(C=2C=CC=C(C2CC1)S(=O)(=O)NC=1C(=NC(=C(C1)F)OCC(F)F)OC)=O 2-tert-butyl-N-[6-(2,2-difluoroethoxy)-5-fluoro-2-methoxy-3-pyridyl]-1-keto-3,4-dihydroisoquinoline-5-sulfonamide